C(C)N1C(CC1C1=CC=CC=C1)=O 1-ethyl-4-phenylazetidin-2-one